ClC=1C(=NC(=NC1)NC1=CC=C(C=C1)N1CCN(CC1)C)N1CCC(CC1)(C)NS(=O)(=O)C1CC1 N-(1-(5-chloro-2-((4-(4-methylpiperazin-1-yl)phenyl)amino)pyrimidin-4-yl)-4-methylpiperidin-4-yl)cyclopropanesulfonamide